trans-2-(4-(4-(3-(2,6-dioxopiperidin-3-yl)-1-methyl-1H-indazol-6-yl)piperazin-1-yl)cyclohexyl)acetic acid O=C1NC(CCC1C1=NN(C2=CC(=CC=C12)N1CCN(CC1)[C@@H]1CC[C@H](CC1)CC(=O)O)C)=O